trimethoxyphenyl-phosphine tert-butyl-N-[[4-[5-methyl-2-(trifluoromethyl)oxazol-4-yl]phenyl]methyl]carbamate C(C)(C)(C)OC(NCC1=CC=C(C=C1)C=1N=C(OC1C)C(F)(F)F)=O.COC1=C(C(=C(C=C1)P)OC)OC